C(C)[C@@]1(C(O[C@@H]([C@H]([C@@H]1N=C=S)OC(C)=O)COC(C)=O)=S=O)OC(C)=O Ethyl-2,4,6-tri-O-acetyl-3-isothiocyanato-1,3-dideoxy-1-[(R)-sulfinyl]-β-D-glucopyranose